3,5-dichloro-1,2-diazanaphthalene ClC=1N=NC2=CC=CC(=C2C1)Cl